FC1=C(C=O)C(=CC(=C1)CC(C)(C)F)C(F)(F)F 2-fluoro-4-(2-fluoro-2-methylpropyl)-6-(trifluoromethyl)benzaldehyde